C1(CC1)[C@@H]1N(CCC1)C=1C=C2C(=CC=NC2=CC1)C(=O)O |r| rac-(R)-6-(2-cyclopropylpyrrolidin-1-yl)quinoline-4-carboxylic acid